N-(5-Methyl-4,5,6,7-tetrahydrothiazolo[5,4-c]pyridin-2-yl)-3-(((7-(pyridin-4-yl)-2,3-dihydrofuro[3,2-c]pyridin-4-yl)amino)methyl)benzamid CN1CC2=C(CC1)N=C(S2)NC(C2=CC(=CC=C2)CNC2=NC=C(C1=C2CCO1)C1=CC=NC=C1)=O